C(C)(C)N1C(=NC2=C(C1=O)N=CC=C2C(=O)N)C2=CC=CC=C2 3-isopropyl-4-oxo-2-phenyl-3,4-dihydropyrido[3,2-d]pyrimidine-8-carboxamide